(E)-6-(2-(5-cyclopropyl-3-(2,6-dichlorophenyl)isoxazol-4-yl)vinyl)-3-azabicyclo[3.1.0]hexane-3-carboxylic acid tert-butyl ester C(C)(C)(C)OC(=O)N1CC2C(C2C1)\C=C\C=1C(=NOC1C1CC1)C1=C(C=CC=C1Cl)Cl